S=C1CC[C@H](N1)C(=O)OCC ethyl (S)-5-thioxopyrrolidine-2-carboxylate